C(C=C)(=O)NCC(C=O)(C)C acrylamidopivalaldehyde